[C@H]12COC[C@@H]2C1NC(=O)C1=CC(=NN1[C@@H](C)C1=CC=C(C=C1)Cl)C(=O)NC N5-((1R,5S,6r)-3-Oxabicyclo[3.1.0]hexan-6-yl)-1-((S)-1-(4-chlorophenyl)ethyl)-N3-methyl-1H-pyrazol-3,5-dicarboxamid